CC(C)(C)OC(=O)N1C2CN(CC1CC2)C=2C=C(N=NC2)C(=O)O 5-[8-[(2-methylpropan-2-yl)oxycarbonyl]-3,8-diazabicyclo[3.2.1]octan-3-yl]pyridazine-3-carboxylic acid